3-[[4-(4,4,5,5-tetramethyl-1,3,2-dioxaborolan-2-yl)pyrazol-1-yl]methyl]pyridine CC1(OB(OC1(C)C)C=1C=NN(C1)CC=1C=NC=CC1)C